C1(=C(C(=CC=C1)C)C)[Si](C1=C(C(=CC=C1)C)C)(C1=C(C(=CC=C1)C)C)O[Cr](=O)(=O)O[Si](C1=C(C(=CC=C1)C)C)(C1=C(C(=CC=C1)C)C)C1=C(C(=CC=C1)C)C bis-trixylylsilylchromate